2-((4-(2-(2,4-dichlorophenyl)-4-fluoro-2H-chromen-8-yl)piperidin-1-yl)methyl)-1-(((S)-oxetan-2-yl)methyl)-1H-benzo[d]imidazole-6-carboxylic acid ClC1=C(C=CC(=C1)Cl)C1OC2=C(C=CC=C2C(=C1)F)C1CCN(CC1)CC1=NC2=C(N1C[C@H]1OCC1)C=C(C=C2)C(=O)O